1-(4-cyanophenyl)-2-methyl-3-oxopyrazolo[3,4-b]pyridine-5-carboxylic acid C(#N)C1=CC=C(C=C1)N1N(C(C=2C1=NC=C(C2)C(=O)O)=O)C